ClC=1C=CC(=C(C1)O)C1=NC(=NC(=C1)N1CCC(CC1)CO)C=1C=NC=CC1 5-chloro-2-(6-(4-(hydroxymethyl)piperidin-1-yl)-2-(pyridin-3-yl)pyrimidin-4-yl)phenol